1-[4-(Pyridine-3-sulfonyl)-phenyl]-3-pyridin-4-ylmethyl-urea N1=CC(=CC=C1)S(=O)(=O)C1=CC=C(C=C1)NC(=O)NCC1=CC=NC=C1